2,2-dimethyl-3-(5-(5-(4-(trifluoromethyl)pyridin-3-yl)-1,2,4-oxadiazol-3-yl)-1H-benzo[d][1,2,3]triazol-1-yl)propan-1-ol CC(CO)(CN1N=NC2=C1C=CC(=C2)C2=NOC(=N2)C=2C=NC=CC2C(F)(F)F)C